NC(C(=O)O)S(=O)O 2-amino-2-sulfino-acetic acid